C(C)(C)(C)[N+]1=CC=CC=C1 1-(tert-butyl)pyridinium